1-Cyclopentyl-7-cyclopropyl-3-methyl-8-(thieno[3,2-c]pyridin-2-yl)-3,6-dihydroimidazo[4,5-d]pyrrolo[2,3-b]pyridin-2(1H)-on C1(CCCC1)N1C(N(C=2C1=C1C(=NC2)NC(=C1C1=CC=2C=NC=CC2S1)C1CC1)C)=O